FC1=CC=C(C=C1)[C@H]1[C@@H](CN(CC1)C(=O)OC(C)(C)C)C=O Tert-butyl (3S,4R)-4-(4-fluorophenyl)-3-formylpiperidine-1-carboxylate